Cl[SiH](C)C mono-chlorodimethylsilane